3-(4-((5-methyl-4-((benzylidene)amino)-4H-1,2,4-triazol-3-yl)thio)butoxy)-5,7-dimethoxy-2-(3,4,5-trimethoxyphenyl)-4H-benzopyran-4-one CC=1N(C(=NN1)SCCCCOC1=C(OC2=C(C1=O)C(=CC(=C2)OC)OC)C2=CC(=C(C(=C2)OC)OC)OC)N=CC2=CC=CC=C2